2-[(7-methoxy-4-methylpyrrolo[2,3-c]pyridin-1-yl)methoxy]ethyl-trimethylsilane COC=1N=CC(=C2C1N(C=C2)COCC[Si](C)(C)C)C